((1r,3R,5S,7r)-3,5-dimethyladamantan-1-yl)-5-oxo-5-(piperidin-1-yl)pentanamide tert-butyl-1-cyclobutyl-2-(N-hydroxy-N-methylcarbamimidoyl)-1H-1,3-benzodiazole-5-carboxylate C(C)(C)(C)OC(=O)C1=CC2=C(N(C(=N2)C(N(C)O)=N)C2CCC2)C=C1.C[C@]12CC3(CC(C[C@@](C1)(C3)C)C2)C(C(=O)N)CCC(N2CCCCC2)=O